C(C)N1N=CC(=C1)C1=CC=2N(C=C1)C(=CN2)C2=CC=C(C=C2)C2=NOC(=N2)C 3-(4-(7-(1-Ethyl-1H-pyrazol-4-yl)imidazo[1,2-a]pyridin-3-yl)phenyl)-5-methyl-1,2,4-oxadiazole